ClC=1C=C2C(N3C(=NC2=CC1C1=CC=CC=C1)[C@@H]1CCCN([C@@H]1CC3)C)=O |r| (±)-(4aR,13bR)-10-chloro-4-methyl-11-phenyl-1,2,3,4,4a,5,6,13b-octahydro-8H-[1,6]naphthyridino[5,6-b]quinazolin-8-one